6-chloro-3-(((R)-1-(3,6-dimethyl-2-(4-((R*)-4-methylmorpholin-2-yl)phenyl)-4-oxo-3,4-dihydroquinazolin-8-yl)ethyl)amino)-N-(methylsulfonyl)picolinamide ClC1=CC=C(C(=N1)C(=O)NS(=O)(=O)C)N[C@H](C)C=1C=C(C=C2C(N(C(=NC12)C1=CC=C(C=C1)[C@@H]1CN(CCO1)C)C)=O)C |o1:33|